BrC=1C=C2CN(C(C2=CC1)=O)C(CCC(=O)O)C=O.FC1=CC=C(C=C1)C1=C(N=CN1C)C=1C=C2CN(C(C2=CC1)=O)[C@H]1C(NC(CC1)=O)=O (R)-3-(5-(5-(4-fluorophenyl)-1-methyl-1H-imidazol-4-yl)-1-oxoisoindolin-2-yl)piperidine-2,6-dione 4-(5-bromo-1-oxoisoindolin-2-yl)-5-oxopentanoate